NC1CN(CCC1)[C@@H]1N(C=CC=N1)C1=CC=C(C=C1)C1=CC2=C(N=CN=C2N2CCOCC2)N1 (R)-2-(3-aminopiperidin-1-yl)-N-(4-(4-morpholino-7H-pyrrolo[2,3-d]pyrimidin-6-yl)phenyl)pyrimidin